C(#N)C1=NC(=NC(=C1)C)N1CCN(CC1)S(=O)(=O)C1=CC=C(C=C1)NC(=O)C1=CC=NN1CC(=O)O 2-(5-((4-((4-(4-cyano-6-methylpyrimidin-2-yl)piperazin-1-yl)sulfonyl)phenyl)carbamoyl)-1H-pyrazol-1-yl)acetic acid